IC1C(=O)OCCCC1 E-iodocaprolactone